FC(C=1C=CC2=C(N(N=N2)O)C1)(F)F 6-trifluoromethyl-1-hydroxybenzotriazole